COC1=C(C(=O)O)C=C(C(=C1)C)SC1=CN=C(S1)NC1=NC=CC=C1 2-methoxy-4-methyl-5-((2-(pyridin-2-ylamino)thiazol-5-yl)thio)benzoic acid